BrC1=C(C=C2C=CC(N(C2=C1)C=1C(=NC=CC1C)C(C)C)=C=O)F 7-bromo-6-fluoro-1-(2-isopropyl-4-methylpyridin-3-yl)-2-carbonyl-1,2-dihydroquinoline